ClC1=CC=C(C=C1)C=1C=CC2=C(C(C3=C(SC2)C=C(C(=C3)OC)OC)=O)C1 9-(4-chlorophenyl)-2,3-dimethoxydibenzo[b,e]thiepin-11(6H)-one